1-(6-cyclopropyl-4-(3,3-difluoro-1-(4-methyl-4H-1,2,4-triazol-3-yl)cyclobutyl)pyridin-2-yl)-6-fluoro-4-(1-((2-methoxyethyl)amino)ethyl)benzo[cd]indol-2(1H)-one C1(CC1)C1=CC(=CC(=N1)N1C(C2=C3C(C(=CC=C13)F)=CC(=C2)C(C)NCCOC)=O)C2(CC(C2)(F)F)C2=NN=CN2C